FC=1C(=NC=CC1CN1CC=2N(CC1)C(=NN2)C)C=2C=C1CN(C(C1=CC2)=O)C2C(NC(CC2)=O)=O 3-(5-(3-fluoro-4-((3-methyl-5,6-dihydro-[1,2,4]triazolo[4,3-a]pyrazin-7(8H)-yl)methyl)pyridin-2-yl)-1-oxoisoindolin-2-yl)piperidine-2,6-dione